5-(5-cyano-2-methoxyphenyl)pyridazine-4-carboxylic acid C(#N)C=1C=CC(=C(C1)C=1C(=CN=NC1)C(=O)O)OC